The molecule is a 2-oxo monocarboxylic acid anion resulting from the deprotonation of the carboxy group of a 4-(3-hydroxy-1-benzothiophen-2-yl)-2-oxobut-3-enoic acid. It is a member of 1-benzothiophenes and a 2-oxo monocarboxylic acid anion. It derives from a but-3-enoate. It is a conjugate base of a 4-(3-hydroxy-1-benzothiophen-2-yl)-2-oxobut-3-enoic acid. C1=CC=C2C(=C1)C(=C(S2)/C=C/C(=O)C(=O)O)[O-]